OCC1(CC=CCC1)CO 1,1-bis(hydroxymethyl)-cyclohex-3-ene